6-cyano-N-(2-isopropyl-6-morpholino-1-oxo-isoindolin-5-yl)pyrazolo[1,5-a]pyrimidine-3-carboxamide C(#N)C=1C=NC=2N(C1)N=CC2C(=O)NC=2C=C1CN(C(C1=CC2N2CCOCC2)=O)C(C)C